CC1=C(C(=C2C(=C1O)C(=O)C(=CO2)CC3=CC4=C(C=C3)OCO4)C)O The molecule is a homoisoflavonoid that is 4H-1-benzopyran-4-one substituted by hydroxy groups at positions 5 and 7, methyl groups at positions 6 and 8 and a (2H-1,3-benzodioxol-5-yl)methyl group at position 3 respectively. It has a role as a plant metabolite. It is a homoisoflavonoid and a member of resorcinols.